C(C1=CC=CC=C1)OC1=C(C=C(C=C1[N+](=O)[O-])C1CC1)S(=O)(=O)C 2-(Benzyloxy)-5-cyclopropyl-1-(methylsulfonyl)-3-nitrobenzene